1-bromo-2-fluoro-4-(3-fluorophenoxy)benzene BrC1=C(C=C(C=C1)OC1=CC(=CC=C1)F)F